4-[4-bromo-6-(2,4-dimethyl-phenyl)-3-hydroxy-pyridin-2-yl]-4-oxo-butyric acid ethyl ester C(C)OC(CCC(=O)C1=NC(=CC(=C1O)Br)C1=C(C=C(C=C1)C)C)=O